C(#N)C1=CC(=C(COC2=NN(C=C2)C2CCN(CC2)CC2=NC3=C(N2C[C@H]2OCC2)C=C(C=C3)C(=O)O)C=C1)F (S)-2-((4-(3-((4-cyano-2-fluorobenzyl)oxy)-1H-pyrazol-1-yl)piperidin-1-yl)methyl)-1-(oxetan-2-ylmethyl)-1H-benzo[d]imidazole-6-carboxylic acid